tert-butyl (S)-2-(((methylsulfonyl)oxy)methyl)pyrrolidine-1-carboxylate CS(=O)(=O)OC[C@H]1N(CCC1)C(=O)OC(C)(C)C